COC(CSC1=NC2=C(C=CC=C2C=C1)C)OC 2-(2,2-dimethoxyethylthio)-8-methylquinoline